O=C1NC(CCC1NC=1C=C(C=CC1)C1CCN(CC1)CC1CCC(CC1)C=1N=C2N(C=C(C(=C2)OC(C)C)NC(=O)C2=NC(=CC=C2)C(F)(F)F)C1)=O N-[2-[4-[[4-[3-[(2,6-dioxo-3-piperidyl)amino]phenyl]-1-piperidyl]methyl]cyclohexyl]-7-isopropoxy-imidazo[1,2-a]pyridin-6-yl]-6-(trifluoromethyl)pyridine-2-carboxamide